CN[C@@H](CO)C(=O)O.BrC1=NN2C(N(C=3C(=CC=CC3C2=O)F)CC(=O)NC2=NC=C(C=C2)F)=C1 2-(2-bromo-5-fluoro-9-oxopyrazolo[5,1-b]quinazolin-4(9H)-yl)-N-(5-fluoropyridin-2-yl)acetamide methyl-L-serinate